4-bromo-2,6-bipyridin-3-ylpyrimidine BrC1=C(C(=NC=C1)C1=CC=CC=N1)C1=NC=CC=N1